C(C)(=O)N1CCC2(CC2C(=O)OCC2=CC=CC=C2)CC1 benzyl 6-acetyl-6-azaspiro[2.5]octane-1-carboxylate